ClC=1C(=NC(=NC1)NC1=C(C=C(C(=C1)C)N1CCC(CC1)N1CCCC1)OC)NC1=C(C2=C(OCCO2)C=C1)NS(=O)(=O)C N-(6-((5-chloro-2-((2-methoxy-5-methyl-4-(4-(pyrrolidin-1-yl)piperidin-1-yl)phenyl)amino)pyrimidin-4-yl)amino)-2,3-dihydrobenzo[b][1,4]dioxin-5-yl)methanesulfonamide